C(C)(C)(C)Cl Tertiary Butyl Chloride